1-Chloroundecan ClCCCCCCCCCCC